5'-(trifluoromethyl)-spiro[cyclopropane-1,3'-indoline]-2'-one FC(C=1C=C2C3(C(NC2=CC1)=O)CC3)(F)F